tert-Butyl (5-(1-(1-(5-(6-amino-3-chloro-2-fluorophenyl)pyridin-2-yl)-2-cyclopropylethyl)-1H-pyrazol-4-yl)thiazol-2-yl)(4-methoxybenzyl)carbamate NC1=CC=C(C(=C1C=1C=CC(=NC1)C(CC1CC1)N1N=CC(=C1)C1=CN=C(S1)N(C(OC(C)(C)C)=O)CC1=CC=C(C=C1)OC)F)Cl